N12CCC(CCC2CCCC1)C1=CSC2=C1C=CC=C2 3-(1-azabicyclo[5.4.0]undecan-4-yl)-benzothiophene